N-(2-(4-fluoro-1H-benzo[d]imidazol-2-yl)ethyl)-6,7-dimethyl-3-oxo-4-((2S,3S,4R)-2,3,4,5-Tetrahydroxypentyl)-3,4-dihydroquinoxaline-2-carboxamide FC1=CC=CC=2NC(=NC21)CCNC(=O)C2=NC1=CC(=C(C=C1N(C2=O)C[C@@H]([C@@H]([C@@H](CO)O)O)O)C)C